(Z)-3-cyclopropyl-2-(4-(6-fluoro-3-(4-(methylsulfonyl)piperazine-1-carbonyl)quinolin-4-yl)phenyl)acrylonitrile C1(CC1)\C=C(/C#N)\C1=CC=C(C=C1)C1=C(C=NC2=CC=C(C=C12)F)C(=O)N1CCN(CC1)S(=O)(=O)C